2-amino-7-((R)-2-((S)-6,8-dichloro-1-methyl-1,2,3,4-tetrahydroisoquinoline-2-carbonyl)morpholino)oxazolo[4,5-c]pyridine-4-carbonitrile NC=1OC2=C(C(=NC=C2N2C[C@@H](OCC2)C(=O)N2[C@H](C3=C(C=C(C=C3CC2)Cl)Cl)C)C#N)N1